9-(4-((1-(3-Fluoropropyl)azetidin-3-yl)methyl)phenyl)-8-(2-(2,2,2-trifluoroethyl)phenyl)-6,7-dihydro-5H-benzo[7]annulen FCCCN1CC(C1)CC1=CC=C(C=C1)C1=C(CCCC2=C1C=CC=C2)C2=C(C=CC=C2)CC(F)(F)F